5-(3-benzyloxy-4-methoxyphenyl)-3-(trifluoromethyl)-1H-pyrazole-4-carbonitrile C(C1=CC=CC=C1)OC=1C=C(C=CC1OC)C1=C(C(=NN1)C(F)(F)F)C#N